3-[4-(4-quinoxalin-2-ylpyrazol-1-yl)-1-piperidyl]aniline N1=C(C=NC2=CC=CC=C12)C=1C=NN(C1)C1CCN(CC1)C=1C=C(N)C=CC1